ammonium dodecylbenzenesulfonate salt C(CCCCCCCCCCC)OS(=O)(=O)C1=CC=CC=C1.[NH4+]